1-{3-[(2-Methoxyethyl)(methyl)amino]-1,2,4-thiadiazol-5-yl}-5-methyl-7-{3-[(oxan-2-ylmethyl)carbamoyl]azetidin-1-yl}-4-oxo-1,4-dihydro-1,8-naphthyridine-3-carboxylic acid COCCN(C1=NSC(=N1)N1C=C(C(C2=C(C=C(N=C12)N1CC(C1)C(NCC1OCCCC1)=O)C)=O)C(=O)O)C